FC1=C(C(=CC=C1)F)\C=N\O (E)-N-[(2,6-difluorophenyl)methylidene]-hydroxylamine